C(C1=CC=CC=C1)N1C(NCC2=CC=CC=C12)=O 1-benzyl-3,4-dihydroquinazolin-2(1H)-one